[Si](C)(C)(C(C)(C)C)OCC1=CC(=C2NC(C(NC2=C1F)=O)C)C#CC 7-(((tert-butyldimethylsilyl)oxy)methyl)-8-fluoro-3-methyl-5-(prop-1-yn-1-yl)-3,4-dihydroquinoxalin-2(1H)-one